ClC1=C(C(=CC=C1)F)CC1=NOC(N1CC1CCCCC1)=O 3-[(2-chloro-6-fluorophenyl)methyl]-4-(cyclohexylmethyl)-4,5-dihydro-1,2,4-oxadiazol-5-one